2-(1H-Imidazol-1-yl)-1-(4-isopropoxy-3-nitrophenyl)ethan-1-one N1(C=NC=C1)CC(=O)C1=CC(=C(C=C1)OC(C)C)[N+](=O)[O-]